4,6-dimethyl-4-octen-3-ol CC(C(CC)O)=CC(CC)C